7-methoxy-6-(4-methoxyphenyl)-2,3-diphenyl-N-(1-((2-(trimethylsilyl)ethoxy)methyl)-1H-imidazol-4-yl)pyrazolo[1,5-a]Pyrimidin-5-amine COC1=C(C(=NC=2N1N=C(C2C2=CC=CC=C2)C2=CC=CC=C2)NC=2N=CN(C2)COCC[Si](C)(C)C)C2=CC=C(C=C2)OC